4-{4-[3-(2-methylpyrazol-3-yl)-1H-pyrrolo[2,3-b]pyridin-5-yl]phenyl}piperazine-1-carboxylic acid 2-methylpropan-2-yl ester CC(C)(C)OC(=O)N1CCN(CC1)C1=CC=C(C=C1)C=1C=C2C(=NC1)NC=C2C=2N(N=CC2)C